3-(1-methyl-7-((S)-3-methyl-4-(piperidin-4-ylmethyl)piperazin-1-yl)-1H-indazol-3-yl)piperidine-2,6-dione CN1N=C(C2=CC=CC(=C12)N1C[C@@H](N(CC1)CC1CCNCC1)C)C1C(NC(CC1)=O)=O